COC1=C(C=NC=C1)C1=NC(=C2N=CN(C2=N1)C1OCCCC1)NCC1=CC=C(C=C1)C=1N(C=C(N1)C(F)(F)F)C 2-(4-methoxypyridin-3-yl)-N-(4-(1-methyl-4-(trifluoromethyl)-1H-imidazol-2-yl)benzyl)-9-(tetrahydro-2H-pyran-2-yl)-9H-purin-6-amine